benzo[d][1,3]dioxolan-5-ylglycine methyl ester COC(CNC1=CC2=C(OCO2)C=C1)=O